(S)-N-(5-ethynyl-2-fluoropyridin-3-yl)-6-(piperidin-3-yl)quinazolin-4-amine C(#C)C=1C=C(C(=NC1)F)NC1=NC=NC2=CC=C(C=C12)[C@H]1CNCCC1